2-fluoro-4-((5-(4-hydroxyphenyl)-1H-pyrazol-3-yl)amino)phenol FC1=C(C=CC(=C1)NC1=NNC(=C1)C1=CC=C(C=C1)O)O